C(C)C1OC(C=2C(=C3[C@H]4[C@H](C(OC3=CC2CCCCC)(C)C)CCC(=C4)C)O1)=O (8aR,12aR)-2-ethyl-8,8,11-trimethyl-5-pentyl-8a,9,10,12a-tetrahydro-4H,8H-benzo[c][1,3]dioxino[4,5-f]chromen-4-one